4-bromophenol potassium salt [K].BrC1=CC=C(C=C1)O